3-(((2,5-Bis(trifluoromethyl)pyrazolo[1,5-a]pyrimidin-7-yl)amino)methyl)-3-(5-fluoropyridin-2-yl)-N-(methyl-d3)azetidine-1-carboxamide FC(C1=NN2C(N=C(C=C2NCC2(CN(C2)C(=O)NC([2H])([2H])[2H])C2=NC=C(C=C2)F)C(F)(F)F)=C1)(F)F